(6-bromo-5-methoxy-1-methyl-benzoimidazol-2-yl)cyclohexanecarboxylic acid methyl ester COC(=O)C1(CCCCC1)C1=NC2=C(N1C)C=C(C(=C2)OC)Br